NC=1C2=C(N=CN1)N(C=C2C2=CC=C(C=C2)C2CCN1N(C(C(=C12)C(=O)N)=O)C1=CC=CC=C1)CC1CC1 (4-(4-amino-7-(cyclopropylmethyl)-7H-pyrrolo[2,3-d]pyrimidin-5-yl)phenyl)-2-oxo-1-phenyl-2,4,5,6-tetrahydro-1H-pyrrolo[1,2-b]pyrazole-3-carboxamide